C(C1=CC=CC=C1)OC(NC1=NN(C(=C1)C1CC(CC1)N1C(C2=CC=CC=C2C1=O)=O)C(C)(C)C)=O (1-(tert-butyl)-5-(3-(1,3-dioxoisoindolin-2-yl)cyclopentyl)-1H-pyrazol-3-yl)carbamic acid benzyl ester